ClC=1C=C2C(=CC1)NC(C21CCN(CC1)CCOC=1C=C2C=NNC2=CC1)=O 5-chloro-1'-[2-(1H-indazol-5-yloxy)ethyl]-1,2-dihydrospiro[indole-3,4'-piperidin]-2-one